tert-butyl (2R)-2-((tert-butyldimethylsilyl)oxy)-3-(4-(1,2-diazidoethyl)phenoxy)-propanoate [Si](C)(C)(C(C)(C)C)O[C@@H](C(=O)OC(C)(C)C)COC1=CC=C(C=C1)C(CN=[N+]=[N-])N=[N+]=[N-]